5-(2-chloro-3-fluorophenyl)-3-((3-methoxyphenethyl)amino)-4H-benzo[e][1,2,4]thiadiazine 1,1-dioxide ClC1=C(C=CC=C1F)C1=CC=CC2=C1NC(=NS2(=O)=O)NCCC2=CC(=CC=C2)OC